(R)-N-((R)-3-(1,3-dioxan-2-yl)-1-(3-fluoro-5-(methylthio)phenyl)propyl)-2-methylpropane-2-sulfinamide O1C(OCCC1)CC[C@H](C1=CC(=CC(=C1)SC)F)N[S@](=O)C(C)(C)C